FC(OC1=CC=CC(=N1)C1=CN=C(O1)N1[C@H]2COC[C@@H]1CC=1N=C(SC12)NC(=O)NC1CCS(CC1)(=O)=O)F N-[(4S,8S)-10-{5-[6-(difluoromethoxy)pyridin-2-yl]-1,3-oxazol-2-yl}-4,7,8,9-tetrahydro-5H-4,8-epiminooxocino[5,4-d][1,3]thiazol-2-yl]-N'-(1,1-dioxo-1λ6-thian-4-yl)urea